COCC1=CC=CC2=NSN=C21 4-(methoxymethyl)-2,1,3-benzothiadiazole